[C@H]12CNC[C@@H]2C1C(=O)OCC Ethyl (1R,5S,6R)-3-azabicyclo[3.1.0]hexane-6-carboxylate